(R)-3-(3-methyl-2-oxotetrahydropyrimidin-1(2H)-yl)piperidine-1-carboxylic acid 4-nitrophenyl ester [N+](=O)([O-])C1=CC=C(C=C1)OC(=O)N1C[C@@H](CCC1)N1C(N(CCC1)C)=O